ClC1=C(C=CC=C1Cl)C=1N=CC(=NC1)N1CCC2([C@@H](C=3N(N=CC3)C2)N)CC1 (S)-1-(5-(2,3-dichlorophenyl)pyrazin-2-yl)-4'H,6'H-spiro[piperidine-4,5'-pyrrolo[1,2-b]pyrazol]-4'-amine